2-(2-(ethylsulfonyl)-7-(4-fluorophenyl)pyrazolo[1,5-a]pyrimidin-3-yl)-3-methyl-6-(trifluoromethyl)-3H-imidazo[4,5-b]pyridine C(C)S(=O)(=O)C1=NN2C(N=CC=C2C2=CC=C(C=C2)F)=C1C1=NC=2C(=NC=C(C2)C(F)(F)F)N1C